Cl.COC1=CC=C(C=C1)C1=NOC(=N1)C1CCC(CC1)C(=O)NCC1CNCC1 (1r,4r)-4-(3-(4-methoxyphenyl)-1,2,4-oxadiazol-5-yl)-N-(pyrrolidin-3-ylmethyl)cyclohexane-1-carboxamide hydrochloride